(S)-8-((1-(3-Bromopropyl)cyclopropyl)methoxy)-7-methoxy-2-(4-methoxyphenyl)-1,10,11,11a-tetrahydro-5H-benzo[e]pyrrolo[1,2-a][1,4]diazepin-5-one BrCCCC1(CC1)COC=1C(=CC2=C(NC[C@H]3N(C2=O)C=C(C3)C3=CC=C(C=C3)OC)C1)OC